C(C)(C)(C)OC(=O)N1C=CC2=C(C(=CC(=C12)C)OC)CN1[C@@H](C[C@H](CC1)C1CC1)C1=CC(=C(C=C1)C(=O)OC)F 4-{[(2S,4S)-4-cyclopropyl-2-(3-fluoro-4-(methoxycarbonyl)phenyl)piperidin-1-yl]methyl}-5-Methoxy-7-methyl-1H-indole-1-carboxylic acid tert-butyl ester